Ethyl (R)-3-bromobenzenesulfinate BrC=1C=C(C=CC1)[S@](=O)OCC